[4-((2S or R)-2-morpholinopropoxy)phenyl]acetic acid O1CCN(CC1)[C@H](COC1=CC=C(C=C1)CC(=O)O)C |o1:6|